OC1=C2C(C=C(OC2=C(C(=C1)O)OC)C1=CC=CC=C1)=O 5,7-dihydroxy-8-methoxy-flavone